3-[4'-(4-Acetoxy-butoxy)-3'-adamantan-1-yl-biphenyl-4-yl]-acrylic acid methyl ester COC(C=CC1=CC=C(C=C1)C1=CC(=C(C=C1)OCCCCOC(C)=O)C12CC3CC(CC(C1)C3)C2)=O